[(1S)-1-(2-pyridyl)ethyl] methanesulfonate CS(=O)(=O)O[C@@H](C)C1=NC=CC=C1